CC1=C2C(=C(C(=C1Cl)O)C=O)OC3=C(C(=C(C(=C3C)C(=O)C=C(C)C)OC)O)OC2=O The molecule is a member of the class of depsidones that is 11H-dibenzo[b,e][1,4]dioxepine substituted by a chloro group at position 2, hydroxy groups at positions 3 and 9, a methoxy group at position 8, methyl groups at positions 1 and 6, a 3-methylbut-2-enoyl group at position 7, an oxo group at position 11 and a formyl group at position 4. Isolated from Chaetomium brasiliense, it exhibits antimalarial and cytotoxic activities. It has a role as an antimalarial, an antineoplastic agent and a Chaetomium metabolite. It is an aldehyde, an aromatic ether, a member of depsidones, an enone, an organic heterotricyclic compound, a polyphenol, an organochlorine compound and an aromatic ketone.